methyl 3-((5-bromo-2-cyanophenyl)(4-(1-(R)-((tert-butyldimethylsilyl)oxy)ethyl) phenyl)amino)-3-oxopropanate BrC=1C=CC(=C(C1)N(C(CC(=O)OC)=O)C1=CC=C(C=C1)[C@@H](C)O[Si](C)(C)C(C)(C)C)C#N